BrC1=CC(=C(C(=O)NC2CC2)C(=C1)OC)OC(F)F 4-bromo-N-cyclopropyl-2-(difluoromethoxy)-6-methoxybenzamide